C(C)(C)(C)C1CCC(CC1)C(=O)N1CCC(CC1)CN1[C@H]([C@H]([C@@H]([C@H](C1)O)O)O)CO ((1s,4S)-4-(tert-butyl)cyclohexyl)(4-(((2S,3R,4R,5S)-3,4,5-trihydroxy-2-(hydroxymethyl)piperidin-1-yl)methyl)piperidin-1-yl)methanone